ClC1=NC=CC(=N1)C1=CN=C2N1C=C(C=C2)C2CC2 2-chloro-4-{6-cyclopropylimidazo[1,2-a]pyridin-3-yl}pyrimidine